C(C=C)(=O)N1C[C@](CC1)(C1=C(C(=CC=C1F)Cl)Cl)NC=1C=CC2=C(N(C(CCC2)=O)C)C1 (S)-8-((1-acryloyl-3-(2,3-dichloro-6-fluorophenyl)pyrrolidin-3-yl)amino)-1-methyl-1,3,4,5-tetrahydro-2H-benzo[b]azepin-2-one